methyl (S)-3-(8-bromoquinolin-5-yl)-2-(tritylamino)propanoate BrC=1C=CC(=C2C=CC=NC12)C[C@@H](C(=O)OC)NC(C1=CC=CC=C1)(C1=CC=CC=C1)C1=CC=CC=C1